C1(CCC1)OC(C1=CN=C(C=C1)NC([C@H](C)N1C[C@@H](C(CC1)(F)F)C1=CNC(C=C1)=O)=O)=O 6-((S)-2-((S)-4,4-difluoro-3-(6-oxo-1,6-dihydropyridin-3-yl)piperidin-1-yl)propanamido)nicotinic acid cyclobutyl ester